[1,1'-bis(di-tert-butylphosphino)ferrocene] palladium (II) [Pd+2].C(C)(C)(C)P([C-]1C=CC=C1)C(C)(C)C.[C-]1(C=CC=C1)P(C(C)(C)C)C(C)(C)C.[Fe+2]